C(C1=CC=CC=C1)N1CC2(CCN(C2)C(=O)NC=2C(=NC=CC2C2=C(C=CC=C2)F)N2CC(CC2)(F)F)CC1 7-benzyl-N-[2-(3,3-difluoropyrrolidin-1-yl)-4-(2-fluorophenyl)-3-pyridyl]-2,7-diazaspiro[4.4]nonane-2-carboxamide